COC1(CC(C1)C(=O)NN)OC 3,3-dimethoxycyclobutanecarbohydrazide